C(CCCCCCCCCCC)(=O)OC(CC(C)C)=O isovaleryl laurate